N-[4-(7-Fluoro-1,3-benzoxazol-2-yl)phenyl]-2-hydroxy-2-methylpropanamid FC1=CC=CC=2N=C(OC21)C2=CC=C(C=C2)NC(C(C)(C)O)=O